ClC=1N=C(C2=C(N1)CC(N(C2)C)=O)OC2=NC=1C=CC3=C(C1N=C2)C2=C(S3)C(N[C@@H](CN2)C)=O (R)-3-((2-chloro-6-methyl-7-oxo-5,6,7,8-tetrahydropyrido[4,3-d]pyrimidin-4-yl)oxy)-10-methyl-9,10,11,12-tetrahydro-8H-[1,4]diazepino[5',6':4,5]thieno[3,2-f]quinoxalin-8-one